(2-aminomethylethoxy)ether NCCCOOOCCCN